ethyl 2-(5-((tert-butoxycarbonyl)(1-phenyl-2,5,8,11,14-pentaoxahexadecan-16-yl)amino)-2-oxopyridin-1(2H)-yl)acetate C(C)(C)(C)OC(=O)N(C=1C=CC(N(C1)CC(=O)OCC)=O)CCOCCOCCOCCOCCOCC1=CC=CC=C1